O(CC(CO)CO)CC(CO)CO 2,2'-(oxybis(methylene))bis(propane-1,3-diol)